FC1=C(C=CC=2N(C(NC21)=O)C)F 4,5-difluoro-1-methyl-1H-benzo[d]imidazol-2(3H)-one